(R)-3-(1-aminoethyl)benzonitrile N[C@H](C)C=1C=C(C#N)C=CC1